4-azidopyrrolidine-1,2-dicarboxylate N(=[N+]=[N-])C1CC(N(C1)C(=O)[O-])C(=O)[O-]